[Si](C1=CC=CC=C1)(C1=CC=CC=C1)(C(C)(C)C)OC[C@]1([C@@H](C1)C(=O)NC1=CC=C2C(=N1)N(C=C2C2=C(C=CC=C2OC)OC)COCC[Si](C)(C)C)F cis-2-((tert-butyldiphenylsilyloxy)methyl)-N-(3-(2,6-dimethoxyphenyl)-1-((2-(trimethylsilyl)ethoxy)methyl)-1H-pyrrolo[2,3-b]pyridin-6-yl)-2-fluorocyclopropanecarboxamide